NC1=NN2C(C=C(C=C2)C=2C(=NC(=C(C(=O)NCC3=C(C=CC(=C3)OCC3CC3)F)C2)C)C)=N1 5-(2-amino-[1,2,4]triazolo[1,5-a]pyridin-7-yl)-N-(5-(cyclopropylmethoxy)-2-fluorobenzyl)-2,6-dimethylnicotinamide